NC=1N=C2N(C=C(C=C2F)C2=C(C(=CC=C2)F)C)C1C(=O)[C@H]1[C@H](C1)F (2-amino-8-fluoro-6-(3-fluoro-2-methylphenyl)imidazo[1,2-a]pyridin-3-yl)((1S,2S)-2-fluorocyclopropyl)methanone